FC(CN1C(=NC=2C1=NC(=CC2)C2=CNC=1N=C(N=CC12)NC1CCC(CC1)OCCO)C)F 2-(((1s,4s)-4-((5-(3-(2,2-difluoroethyl)-2-methyl-3H-imidazo[4,5-b]pyridin-5-yl)-7H-pyrrolo[2,3-d]pyrimidin-2-yl)amino)cyclohexyl)oxy)ethan-1-ol